[H-].O1COCC2=C1C=CC=C2C[O-].[Na+] sodium 1,3-benzodioxin-5-ylmethanolate hydride